Ethyl (1R,2R,3R,4R)-3-isopropylbicyclo[2.2.1]hept-5-ene-2-carboxylate C(C)(C)[C@H]1[C@@H]([C@H]2C=C[C@H]1C2)C(=O)OCC